C(C)(=O)O.C(CC)N1C(N(C=C1)C)C 1-propyl-2,3-dimethylimidazole acetate